tert-Butyl 2-(3-bromophenyl)piperidine-1-carboxylate BrC=1C=C(C=CC1)C1N(CCCC1)C(=O)OC(C)(C)C